(1R,3S)-3-((tert-butoxycarbonyl)amino)-4-oxocyclohexane-1-carboxylic acid ethyl ester C(C)OC(=O)[C@H]1C[C@@H](C(CC1)=O)NC(=O)OC(C)(C)C